N-[3-Chloro-4-(trifluoromethyl)-1H-indol-7-yl]-1-methyl-pyrazol-4-sulfonamid ClC1=CNC2=C(C=CC(=C12)C(F)(F)F)NS(=O)(=O)C=1C=NN(C1)C